(R)-(2,2-difluorotetrahydro-1H-pyrrolizin-7a(5H)-yl)methanol FC1(C[C@]2(CCCN2C1)CO)F